COC=1C=C(C=CC1OC)N1N=C(C=C(C1=O)C(=O)C1CCC(CC1)(C)C)C 2-[2-(3,4-dimethoxyphenyl)-6-methyl-3-oxo-pyridazine-4-carbonyl]-5,5-dimethyl-cyclohexane